FC(C=1C=C(C=NC1)CC1CC2(CNC2)C1)(F)F 6-[[5-(trifluorometh-yl)-3-pyridyl]meth-yl]-2-azaspiro[3.3]-heptane